[N+](=O)([O-])C1=CC(=NC=C1NCC1CCOCC1)S(=O)(=O)N 4-Nitro-5-(((tetrahydro-2H-pyran-4-yl)methyl)amino)pyridine-2-sulfonamide